2-(2-fluoro-4-(2-((6-(1-methyl-1H-pyrazol-4-yl)imidazo[1,2-a]pyridin-2-yl)amino)-2-oxoethyl)phenoxy)nicotinamide FC1=C(OC2=C(C(=O)N)C=CC=N2)C=CC(=C1)CC(=O)NC=1N=C2N(C=C(C=C2)C=2C=NN(C2)C)C1